2,5-diglycidyloxymethylstyrene C(C1CO1)OCC1=C(C=C)C=C(C=C1)COCC1CO1